bismuth tris(dimethyldithiocarbamate) CN(C([S-])=S)C.CN(C([S-])=S)C.CN(C([S-])=S)C.[Bi+3]